FC=1C=C(C=C(C1F)F)C=1C=CC(NN1)=O 6-(3,4,5-trifluorophenyl)pyridazin-3(2H)-one